(R)-(4-cyclopropyloxazol-5-yl)(4-(4-(trifluoromethyl)pyrazolo[1,5-a]pyridin-2-yl)-1,4,6,7-tetrahydro-5H-imidazo[4,5-c]pyridin-5-yl)methanone C1(CC1)C=1N=COC1C(=O)N1[C@H](C2=C(CC1)NC=N2)C2=NN1C(C(=CC=C1)C(F)(F)F)=C2